OC(CCC)C1=CC(=C(N=N1)C1=NC=C2C=CN=CC2=C1)C 7-(6-(1-hydroxybutyl)-4-methylpyridazin-3-yl)-2,6-naphthyridin